7-[4-{4-[3-Chloro-4-(trifluoromethoxy)phenoxy]-3-(trifluoromethoxy)phenoxy}-5-(2,2-difluoropropyl)-6-oxo-1,4,5,6-tetrahydropyrrolo[3,4-c]pyrazol-3-yl]-1,3-benzoxazol-2(3H)-one ClC=1C=C(OC2=C(C=C(OC3N(C(C=4NN=C(C43)C4=CC=CC=3NC(OC34)=O)=O)CC(C)(F)F)C=C2)OC(F)(F)F)C=CC1OC(F)(F)F